N-(((2S,5R)-6-hydroxy-7-oxo-1,6-diazabicyclo[3.2.1]octan-2-yl)(imino)methyl)-2-(pyrimidin-2-yl)acetamide ON1[C@@H]2CC[C@H](N(C1=O)C2)C(NC(CC2=NC=CC=N2)=O)=N